1-(1-benzylcyclobutyl)ethanamine C(C1=CC=CC=C1)C1(CCC1)C(C)N